N1(N=NC=C1)C1=CC=C(C=N1)CN1C(C(N(CC1)C1CCC1)=O)=O 1-((6-(1H-1,2,3-triazol-1-yl)pyridin-3-yl)methyl)-4-cyclobutylpiperazine-2,3-dione